FC(CNC1=NN2C(C=N1)=C(C=C2)C=2C=C1C(=NC=NC1=CC2)OC)(C)C N-(2-fluoro-2-methylpropyl)-5-(4-methoxyquinazolin-6-yl)pyrrolo[2,1-f][1,2,4]triazin-2-amine